2-(5-(((7-(4,4-difluoro-6-azaspiro[2.5]octan-6-yl)-5-isopropyl-5H-pyrrolo[3,2-d]pyrimidin-2-yl)thio)methyl)-2-fluorophenyl)acetic acid FC1(C2(CC2)CCN(C1)C1=CN(C2=C1N=C(N=C2)SCC=2C=CC(=C(C2)CC(=O)O)F)C(C)C)F